CC=1C(=NC=C(C1)[N+](=O)[O-])C#N 3-Methyl-5-nitropyridine-2-carbonitrile